BrC1=CC(=C(OCC(C)(O)C)C=C1)[N+](=O)[O-] (4-bromo-2-nitrophenoxy)-2-methylpropan-2-ol